7-methyl-5-(4,4,5,5-tetramethyl-1,3,2-dioxaborolan-2-yl)-1H-benzo[d]imidazol-2-amine CC1=CC(=CC2=C1NC(=N2)N)B2OC(C(O2)(C)C)(C)C